(Z)-11-octadecen-10-one CCCCCCCCCC(\C=C/CCCCCC)=O